C(#N)C1=CC=C(C=C1)N1N=C(C=C1OCC1=NC=CC=C1)C(=O)N1C[C@@H](CCC1)NC(=O)OC(C)(C)C ((3R)-1-{[1-(4-cyanophenyl)-5-(2-pyridyl-methoxy)pyrazol-3-yl]carbonyl}(3-piperidyl))(tert-butoxy)carboxamide